N1=C(C=CC=C1)C=1C=NNC1C(=O)O 4-(pyridin-2-yl)-1H-pyrazole-5-carboxylic acid